C(C)(C)(CC(C)(C)C)NN1C(N=CN=C1Cl)Cl 1-tert-octylamino-2,6-dichloro-1,3,5-triazine